FC=1C=C(C=NC1)C=1N=C(C2=C(N1)CN(CC2)C(=O)OC(C)(C)C)NCCC2=C(NC1=CC=C(C=C21)OC)C Tert-Butyl 2-(5-Fluoropyridin-3-yl)-4-{[2-(5-Methoxy-2-Methyl-1H-Indol-3-yl)Ethyl]Amino}-5H,6H,7H,8H-Pyrido[3,4-d]Pyrimidine-7-Carboxylate